N-(4-cyano-2,5-difluorophenyl)-4-(thiophen-2-ylmethyl)-1H-pyrrole-3-sulfonamide C(#N)C1=CC(=C(C=C1F)NS(=O)(=O)C1=CNC=C1CC=1SC=CC1)F